ClC1=C2C(NC(=NC2=C(C=C1)Cl)NC1=C(C=C(C=C1)F)F)=O 5,8-dichloro-2-((2,4-difluorophenyl)amino)quinazolin-4(3H)-one